COC1=C(C=CC(=C1)\C=C\C)CC(=O)OC=1C(=CC(=CC1C(C)=O)C=CC)OC acetyl-isoeugenol (E-2-methoxy-4-(prop-1-en-1-yl) phenyl acetate)